CN1C(C=C(C=C1)NCC#CC=1N(C2=CC=CC(=C2C1)NC1CCS(CC1)(=O)=O)CC(F)(F)F)=O 4-[(2-{3-[(1-methyl-2-oxo-1,2-dihydropyridin-4-yl)amino]prop-1-yn-1-yl}-1-(2,2,2-trifluoroethyl)-1H-indol-4-yl)amino]-1λ6-thiane-1,1-dione